5-(8-((2S,2S)-2-(5'-fluoro-2'-oxo-1'-(2,2,2-trifluoroethyl)spiro[cyclopropane-1,3'-indolin]-6'-yl)cyclopropyl)imidazo[1,2-b]pyridazin-6-yl)pyrimidine-2,4(1H,3H)-dione FC=1C=C2C3(C(N(C2=CC1[C@@H]1C(C1)C=1C=2N(N=C(C1)C=1C(NC(NC1)=O)=O)C=CN2)CC(F)(F)F)=O)CC3